CC1=CC=CC(=N1)C1=C(N=CN1)C=1C=C2C=C(C=NC2=CC1)N1CC(CC1)NCCSC1C(OCC1)=O 3-[2-[[1-[6-[5-(6-methyl-2-pyridyl)-1H-imidazol-4-yl]-3-quinolyl]pyrrolidin-3-yl]amino]ethylsulfanyl]tetrahydrofuran-2-one